N1(CCOCC1)CCCSC1=NC=2N(C(N1)=O)N=CC2 2-(3-(morpholinyl)propylsulfanyl)-3H-pyrazolo[1,5-a][1,3,5]triazin-4-one